5-(1-methylsulfonylcyclopropyl)-N-[3-(4-pyrimidin-5-ylthiazol-2-yl)-1-bicyclo[1.1.1]pentanyl]furan-2-carboxamide CS(=O)(=O)C1(CC1)C1=CC=C(O1)C(=O)NC12CC(C1)(C2)C=2SC=C(N2)C=2C=NC=NC2